COC=1C=C(C(=O)NC)C=CC1NCC#CC=1N(C2=CC=CC(=C2C1)NC1CCC(CC1)N(CC)CC)CC(F)(F)F 3-methoxy-N-methyl-4-{[3-(4-{[(1S,4S)-4-(diethylamino)cyclohexyl]amino}-1-(2,2,2-trifluoroethyl)-1H-indol-2-yl)prop-2-yn-1-yl]amino}benzamide